6-(2,6-dichlorophenyl)-2-(2',3'-dihydro-1'H-spiro[cyclopropane-1,4'-isoquinolin]-7'-ylamino)pyrido[2,3-d]pyrimidin-5(8H)-one ClC1=C(C(=CC=C1)Cl)C=1C(C2=C(N=C(N=C2)NC2=CC=C3C4(CNCC3=C2)CC4)NC1)=O